FC1=CC(=C2C(OCC2=C1)(C)C)C(C(=O)O)N1CC(C1)OCCCCCC1=NC=2NCCCC2C=C1 2-(6-fluoro-3,3-dimethyl-1,3-dihydroisobenzofuran-4-yl)-2-(3-(5-(5,6,7,8-tetrahydro-1,8-naphthyridin-2-yl)pentyloxy)azetidin-1-yl)acetic acid